N-(5-cyano-6-(2H-1,2,3-triazol-2-yl)pyridin-3-yl)-1-(8-fluoro-1-(methylamino)isoquinolin-4-yl)-5-(trifluoromethyl)-1H-pyrazole-4-carboxamide C(#N)C=1C=C(C=NC1N1N=CC=N1)NC(=O)C=1C=NN(C1C(F)(F)F)C1=CN=C(C2=C(C=CC=C12)F)NC